O=C1NC(CC[C@@H]1N1C(C2=CC=C3C(=C2C1)OCC31CCN(CC1)CC(=O)OC(C)(C)C)=O)=O tert-butyl (S)-2-(7-(2,6-dioxopiperidin-3-yl)-6-oxo-7,8-dihydro-2H,6H-spiro[furo[2,3-e]isoindole-3,4'-piperidin]-1'-yl)acetate